C(N)(OC1CC2CCC(C1)N2C(=O)C=2OC=CN2)=O (8-(oxazole-2-carbonyl)-8-azabicyclo[3.2.1]oct-3-yl) carbamate